CN(C)CC=1C(=NN(C1)C1=NC(=NC=C1)NC1=C(C=C(C(=C1)[N+](=O)[O-])N1CCOCC1)OC)C1=CC=CC=C1 4-(4-((dimethylamino)methyl)-3-phenyl-1H-pyrazol-1-yl)-N-(2-methoxy-4-Morpholino-5-nitrophenyl)pyrimidin-2-amine